C(C=1C(O)=CC=CC1)(=O)[O-].C(CCCCCCCCCCC)[N+](C)(C)C dodecyltrimethyl-ammonium salicylate